N-[(3R,4S)-1-[(1R)-2,2-difluorocyclopropanecarbonyl]-4-fluoropyrrolidin-3-yl]-2-methoxypyridine-3-carboxamide FC1([C@H](C1)C(=O)N1C[C@H]([C@H](C1)F)NC(=O)C=1C(=NC=CC1)OC)F